methylenebis(4-isocyanatocyclohex-ane) C(C1CCC(CC1)N=C=O)C1CCC(CC1)N=C=O